NC1=NC=NN2C1=CC=C2[C@@H]2O[C@]([C@@H]1[C@H]2OC(O1)=O)(C#N)CO[P@](=O)(OC1=CC=CC=C1)N[C@@H](C)C(=O)OC(C)C isopropyl ((S)-(((3aS,4R,6S,6aS)-6-(4-aminopyrrolo[2,1-f][1,2,4]triazin-7-yl)-4-cyano-2-oxotetrahydrofuro[3,4-d][1,3]dioxol-4-yl)methoxy) (phenoxy)phosphoryl)-L-alaninate